C(CCCCCCCCCCCC)C=1C=CC=C2C(NC(C12)=O)=O 7-tridecylisoindoline-1,3-dione